tert-butyl (S)-5-amino-4-(5-(6-amino-3-cyano-5-(trifluoromethyl)pyridin-2-yl)-1-oxoisoindolin-2-yl)-5-oxopentanoate NC([C@H](CCC(=O)OC(C)(C)C)N1C(C2=CC=C(C=C2C1)C1=NC(=C(C=C1C#N)C(F)(F)F)N)=O)=O